benzyl 5-amino-6-nitroisoindoline-2-carboxylate NC=1C=C2CN(CC2=CC1[N+](=O)[O-])C(=O)OCC1=CC=CC=C1